C1(=CC=CC=C1)N1N=CC(=N1)C(C1C(C=CC=C1)(O)O)=O 2-phenyl-4-(2,2'-dihydroxybenzoyl)-triazole